{(S)-17-Chloro-14-[(E)-3-(5-chloro-2-tetrazol-1-yl-phenyl)-acryloylamino]-8-oxa-16,18-diaza-tricyclo[13.2.1.02,7]octadeca-1(17),2,4,6,15(18)-pentaen-5-yl}-carbamic Acid methyl ester COC(NC1=CC=C2C3=C(NC([C@H](CCCCCOC2=C1)NC(\C=C\C1=C(C=CC(=C1)Cl)N1N=NN=C1)=O)=N3)Cl)=O